C(C1=CC=CC=C1)OC1C(CC1)N1N=CC(=C1)C=1C=NC2=CC=C(C(=C2N1)Cl)OC=1C=CC2=C(N(C(=N2)C)COCC[Si](C)(C)C)C1 2-[[6-[3-[1-(2-benzyloxycyclobutyl)pyrazol-4-yl]-5-chloro-quinoxalin-6-yl]oxy-2-methyl-benzimidazol-1-yl]methoxy]ethyl-trimethyl-silane